tert-butyl 4-(2-(3,4-dichloro-5-methyl-1H-pyrrole-2-carboxamido)-5-((2-hydrazineyl-2-oxoethyl)carbamoyl)phenyl)piperazine-1-carboxylate ClC1=C(NC(=C1Cl)C)C(=O)NC1=C(C=C(C=C1)C(NCC(=O)NN)=O)N1CCN(CC1)C(=O)OC(C)(C)C